(R)-6-(2-benzyl-4-ethylpiperazin-1-yl)-3-(3-(benzyloxy)-2,4-difluoro-5-(trifluoromethyl)phenyl)-1-methyl-1H-pyrazolo[3,4-d]pyrimidine C(C1=CC=CC=C1)[C@H]1N(CCN(C1)CC)C1=NC=C2C(=N1)N(N=C2C2=C(C(=C(C(=C2)C(F)(F)F)F)OCC2=CC=CC=C2)F)C